Cl.Cl.C(C)NCCCN1CCN(CC1)C1=NOC2=C1C=CC(=C2)F N-ethyl-3-[4-(6-fluoro-1,2-benzisoxazol-3-yl)piperazin-1-yl]propan-1-amine dihydrochloride